2-methyl-butane-2-thiol CC(C)(CC)S